2-(thiophen-2-ylmethyl)butanenitrile S1C(=CC=C1)CC(C#N)CC